(1r,2'S,4S)-2'-{(2R)-3-[(4-methoxyphenyl)methoxy]-2-methylpropyl}-2',3'-dihydrospiro[cyclohexane-1,1'-indene]-4-carbonitrile COC1=CC=C(C=C1)COC[C@@H](C[C@@H]1C2(C3=CC=CC=C3C1)CCC(CC2)C#N)C